(S)-7-(4-(1-(methylsulfonyl)-piperidin-4-yl)phenyl)-N-(morpholin-2-ylmethyl)pyrido[3,4-b]pyrazin-5-amine monoacetate C(C)(=O)O.CS(=O)(=O)N1CCC(CC1)C1=CC=C(C=C1)C1=CC=2C(=NC=CN2)C(=N1)NC[C@@H]1CNCCO1